F[C@@H](C1(COC1)C=1C=C(C=CC1)N1C(C2=CC(=CC(=C2C1)C(F)(F)F)CN1[C@H](CCC1)CO)=O)C1=NN=CN1C 2-(3-(3-((S)-fluoro(4-methyl-4H-1,2,4-triazol-3-yl)methyl)oxetan-3-yl)phenyl)-6-(((R)-2-(hydroxymethyl)pyrrolidin-1-yl)methyl)-4-(trifluoromethyl)isoindolin-1-one